4-[2-(6,6-dimethyl-4,5,6,7-tetrahydro-1H-indazol-3-yl)-1H-indole-6-carbonyl]-2,2-dimethylpiperazine-1-carboxylic acid tert-butyl ester C(C)(C)(C)OC(=O)N1C(CN(CC1)C(=O)C1=CC=C2C=C(NC2=C1)C1=NNC=2CC(CCC12)(C)C)(C)C